ClC=1N=C(N2N=C(N=CC21)S(=O)C)C2(CCC2)C 5-chloro-2-methanesulfinyl-7-(1-methylcyclobutyl)imidazo[4,3-f][1,2,4]triazine